2-(2,6-dioxopiperidin-3-yl)-5-((3-(trans-3-(4-(4-methoxypyridin-2-yl)-1H-pyrazol-1-yl)cyclobutyl)propyl)amino)isoindoline-1,3-dione O=C1NC(CCC1N1C(C2=CC=C(C=C2C1=O)NCCC[C@@H]1C[C@H](C1)N1N=CC(=C1)C1=NC=CC(=C1)OC)=O)=O